5-(4-(2-((5-((5-fluoro-2-oxoindol-3-ylidene)methyl)-4-methyl-1H-pyrrol-3-yl)amino)-2-oxoethyl)piperazin-1-yl)-5-oxovaleramide FC=1C=C2C(C(NC2=CC1)=O)=CC1=C(C(=CN1)NC(CN1CCN(CC1)C(CCCC(=O)N)=O)=O)C